ClC1=CC=C(C=C1)C=1N=C2N(C=CC=C2)C1CN1CC2COCC(CC1)N2C(=O)C2=NON=C2C [3-{[2-(4-chlorophenyl)imidazo[1,2-a]pyridin-3-yl]methyl}-8-oxa-3,10-diazabicyclo[4.3.1]dec-10-yl](4-methyl-1,2,5-oxadiazol-3-yl)methanone